ClC1=CC=C2C(=CNC2=C1)\C=C\1/NC(N(C1=O)C(C(=O)NC(CO)CO)C1=CC=C(C=C1)Cl)=O (Z)-2-(4-((6-chloro-1H-indol-3-yl)methylene)-2,5-dioxoimidazolidin-1-yl)-2-(4-chlorophenyl)-N-(1,3-dihydroxypropan-2-yl)acetamide